C(C1=CC=CC=C1)N1C2=C(SCC1=O)C=CC(=C2)NC(=O)NC2=CNC1=CC=C(C=C21)C=2C=NOC2 1-(4-benzyl-3-oxo-3,4-dihydro-2H-benzo[b][1,4]thiazin-6-yl)-3-(5-(isoxazol-4-yl)-1H-indol-3-yl)urea